COC1=CC=CC=2C(C3=CC(=CC=C3C(C12)=O)C)=O 1-methoxy-6-methylanthracene-9,10-dione